hexamethyl-dimethyl-siloxaine CC1(C(C(O[Si](C1)(C)C)(C)C)(C)C)C